(3'r)-1'-(6-amino-5-fluoropyrimidin-4-yl)-3-(neopentylamino)-1,3'-bipiperidin-2-one NC1=C(C(=NC=N1)N1C[C@@H](CCC1)N1C(C(CCC1)NCC(C)(C)C)=O)F